5-(chloromethyl)-3,4-diphenyl-4,5-dihydroisoxazol-5-ol ClCC1(C(C(=NO1)C1=CC=CC=C1)C1=CC=CC=C1)O